4-piperidone hydrochloric acid salt Cl.N1CCC(CC1)=O